Cl.ClC=1SC2=C(C1Cl)CC(CC2)NC 2,3-dichloro-N-methyl-4,5,6,7-tetrahydrobenzothiophen-5-amine hydrochloride